ClC=1C(=NC(=NC1)N[C@H]1[C@@H](COCC1)O)C1=CC2=C(N=CC=3CNCCC23)C(=C1)F (3S,4R)-4-((5-chloro-4-(7-fluoro-1,2,3,4-tetrahydrobenzo[c][2,7]naphthyridin-9-yl)pyrimidin-2-yl)amino)tetrahydro-2H-pyran-3-ol